OC1=NC=CC=C1C1C(C=2CC=3C(CCCC3NC2CC1)=O)=O (2-hydroxypyridin-3-yl)-3,4,6,7,9,10-hexahydroacridine-1,8(2H,5H)-dione